(E)-3-(5-(((1-(3-Cyano-4-(4-cyano-3-fluorophenyl)-5-(4-(difluoromethoxy)-3-hydroxyphenyl)pyridin-2-yl)piperidin-4-yl)amino)methyl)pyrimidin-2-yl)-N-hydroxyacrylamide formate C(=O)O.C(#N)C=1C(=NC=C(C1C1=CC(=C(C=C1)C#N)F)C1=CC(=C(C=C1)OC(F)F)O)N1CCC(CC1)NCC=1C=NC(=NC1)/C=C/C(=O)NO